Cl.N(C(=N)N)CCCCCCO 6-Guanidino-1-hexanol hydrochloride